(R)-4-(2-(((R)-2-(3-Fluorophenyl)-2-hydroxyethyl)amino)-2-methylpropyl)-1-methylpiperidin-2-one FC=1C=C(C=CC1)[C@H](CNC(C[C@@H]1CC(N(CC1)C)=O)(C)C)O